OC=1C=CC(N1)=O 5-hydroxy-pyrrolone